(S)-6-((S)-(4-fluorophenyl)(o-tolyl)methyl)-11-hydroxy-5,6-dihydro-10H-imidazo[2',1':3,4]pyrazino[1,2-b]pyridazin-10-one FC1=CC=C(C=C1)[C@H]([C@H]1CN2C(C=3N1N=CC(C3O)=O)=NC=C2)C2=C(C=CC=C2)C